FC1CC(N(C1)C(CN1N=NC=C1)=O)C(=O)NC(C1=CC=C(C=C1)C(C)C)C1=CC=CC=C1 4-fluoro-N-{phenyl[4-(propan-2-yl)phenyl]methyl}-1-[2-(1H-1,2,3-triazol-1-yl)acetyl]pyrrolidine-2-carboxamide